(R,E)-2-cyano-N-(1-(3,4-dimethoxyphenyl)ethyl)-3-(5-((tetrahydro-2H-pyran-4-yl)oxy)-1H-pyrrolo[2,3-b]pyridin-3-yl)acrylamide C(#N)/C(/C(=O)N[C@H](C)C1=CC(=C(C=C1)OC)OC)=C\C1=CNC2=NC=C(C=C21)OC2CCOCC2